N-(1-((2-(trimethylsilyl)ethoxy)methyl)-1H-pyrazol-5-yl)pyridin-2-amine C[Si](CCOCN1N=CC=C1NC1=NC=CC=C1)(C)C